ethyl 2-(6-(((tert-butyldiphenylsilyl)oxy)methyl) quinolin-2-yl)cyclohex-1-ene-1-carboxylate [Si](C1=CC=CC=C1)(C1=CC=CC=C1)(C(C)(C)C)OCC=1C=C2C=CC(=NC2=CC1)C1=C(CCCC1)C(=O)OCC